ClC1=CC=C(C=N1)CN1C=CC=C2C1=NC(N(C2=O)C2=CC(=C(C=C2)F)C(F)(F)F)=O 8-((6-chloropyridin-3-yl)methyl)-3-(4-fluoro-3-(trifluoromethyl)phenyl)Pyrido[2,3-d]pyrimidine-2,4(3H,8H)-dione